COC=1C2=C(N=CN1)C=CN2C=2C=C1C(=NC2)N=C(N1CC1=C(C(=C(C=C1)F)F)F)C 6-(4-methoxy-5H-pyrrolo[3,2-d]pyrimidin-5-yl)-2-methyl-1-(2,3,4-trifluorobenzyl)-1H-imidazo[4,5-b]pyridine